(3S,6S,7aR,8aR,8bR)-6-((tert-butoxycarbonyl)amino)-7a-methyl-5-oxodecahydrocyclopropa[c]pyrrolo[1,2-a]azepine-3-carboxylic acid C(C)(C)(C)OC(=O)N[C@H]1C[C@@]2([C@H]([C@@H]3N(C1=O)[C@@H](CC3)C(=O)O)C2)C